5-(1'-isopropyl-6'-oxo-1',6'-dihydro-[3,3'-bipyridin]-5-yl)-1H-pyrrolo[2,3-b]pyridin-2(3H)-one C(C)(C)N1C=C(C=CC1=O)C=1C=NC=C(C1)C=1C=C2C(=NC1)NC(C2)=O